O1CC(C1)CN1N=CC=C1 1-(oxetan-3-ylmethyl)-1H-pyrazol